[K].O1C(=CC(=O)C2=CC=CC=C12)C1=CC=CC=C1 flavone, potassium salt